C(C)(C)(C)OC(=O)N1CC2(C1)CC(C2)=CC2=C(C=C(C=C2)SC(F)(F)F)F 6-[[2-fluoro-4-(trifluoromethylsulfanyl)phenyl]methylene]-2-azaspiro[3.3]heptane-2-carboxylic acid tert-butyl ester